BrC=1C(C(=C(N(C1CN1N=C(C=C1)C(F)(F)F)CC)C1=CC(=C(C=C1)[N+](=O)[O-])Cl)C(=O)OC)=O methyl 5-bromo-2-(3-chloro-4-nitro-phenyl)-1-ethyl-4-oxo-6-[[3-(trifluoromethyl) pyrazol-1-yl]methyl]pyridine-3-carboxylate